(3S,5R)-1-acryloyl-5-(methoxymethyl)pyrrolidin-3-yl-3-((1-cyclopropyl-4,6,7-trifluoro-1H-benzo[d]imidazol-5-yl)ethynyl)-5-(methylamino)-1H-pyrazole-4-carboxamide C(C=C)(=O)N1C[C@H](C[C@@H]1COC)N1N=C(C(=C1NC)C(=O)N)C#CC1=C(C2=C(N(C=N2)C2CC2)C(=C1F)F)F